C(C(C)(C)C)(=O)OCCCC(C)Cl 4-chloropentyl pivaloate